S1C(=NC2=C1C=CC=C2)CN2CCN(CC2)C2=C(C(=O)NS(=O)(=O)CC)C=CC(=C2)CC(C)C 2-[4-(1,3-benzo-thiazol-2-ylmethyl)-piperazin-1-yl]-N-ethylsulfonyl-4-isobutyl-benzamide